ClC=1C=CC(=C(C1)NC(C(=O)OC)=O)OC1CCC1 methyl 2-((5-chloro-2-cyclobutoxyphenyl) amino)-2-oxoacetate